3-[(2,4-dichlorophenyl)methyl]-4-[(4-fluorophenyl)methyl]-4,5-dihydro-1,2,4-oxadiazol-5-one ClC1=C(C=CC(=C1)Cl)CC1=NOC(N1CC1=CC=C(C=C1)F)=O